CN1C(C2=C(C(=C1)C1=C(OCC=3C=CC(=NC3)N3C(NC(CC3)=O)=O)C=CC(=C1)S(=O)(=O)C)C=CN2)=O 1-(5-((2-(6-methyl-7-oxo-6,7-dihydro-1H-pyrrolo[2,3-c]pyridin-4-yl)-4-(methylsulfonyl)phenoxy)methyl)pyridin-2-yl)dihydropyrimidine-2,4(1H,3H)-dione